C=C(CC(=O)O)CC 3-methylenepentanoic acid